CC=1C(=NC(=NC1)NC1=CC(=NC=C1)C)C=1C=C2N(CCCN3C2=NN=C3C3(CCC3)C(F)(F)F)C1 5-methyl-N-(2-methylpyridin-4-yl)-4-(3-(1-(trifluoromethyl)cyclobutyl)-6,7-dihydro-5H-pyrrolo[1,2-a][1,2,4]triazolo[3,4-c][1,4]diazepin-10-yl)pyrimidin-2-amine